N-Cyclopentyl-N-(4,5-diphenyloxaolecarbonyl)glycine tert-butyl-3-[2-(1,3-dioxolan-2-yl)pyridin-4-yl]-4,4-difluoropiperidine-1-carboxylate C(C)(C)(C)C1N(CCC(C1C1=CC(=NC=C1)C1OCCO1)(F)F)C(=O)O.C1(CCCC1)N(CC(=O)O)C(=O)C=1OC(=C(C1)C1=CC=CC=C1)C1=CC=CC=C1